Methyl 8-((3-(((tert-butoxycarbonyl) amino) methyl) phenyl) amino)-8-oxooctanoate C(C)(C)(C)OC(=O)NCC=1C=C(C=CC1)NC(CCCCCCC(=O)OC)=O